CC1=C(C=CC(=C1)C)[N+]1(CCCCC1)C N-(2,4-dimethylphenyl)-N-methylpiperidinium